diazabicyclo[4.3.0]-nonene C12=NNCCC2CCC1